N-(5-bromo-2-nitrophenyl)-3-{2-[(tert-butyldimethylsilyl)oxy]ethyl}-3-azabicyclo[3.2.2]nonan-1-amine BrC=1C=CC(=C(C1)NC12CN(CC(CC1)CC2)CCO[Si](C)(C)C(C)(C)C)[N+](=O)[O-]